NCC1CCC(CC1)NC=1C(=NC(=CC1)N1CCC(CC1)(C)C)C N-(4-(aminomethyl)cyclohexyl)-6-(4,4-dimethylpiperidin-1-yl)-2-methylpyridin-3-amine